tert-Butyl (3R)-3-[(5R)-3-bromo-4,5-dihydroisoxazol-5-yl]pyrrolidine-1-carboxylate BrC1=NO[C@H](C1)[C@H]1CN(CC1)C(=O)OC(C)(C)C